2-(5-amino-2,3-dihydrobenzofuran-6-yl)propan-2-ol NC=1C(=CC2=C(CCO2)C1)C(C)(C)O